FC=1C=C(C=C(C1)F)C1=NO[C@](C1)(C(=O)N[C@@H]1CCOC1)C=C |o1:16| (2R*,4R*)-4-[[(5S)-3-(3,5-difluorophenyl)-5-vinyl-4H-isoxazole-5-carbonyl]amino]tetrahydrofuran